C(C1=CC=CC=C1)N1CC2=CC=C(C=C2CC1)S(=O)(=O)N1CC2(CCC2)CC1C 2-Benzyl-6-((7-methyl-6-azaspiro[3.4]octan-6-yl)sulfonyl)-1,2,3,4-tetrahydroisoquinoline